C1(=C(C=CC=C1)NC1=C(C=CC=C1)C)C di(ortho-tolyl)amine